NC1=NC(=C(C2=CC=CC(=C12)C(F)(F)F)OCC1=CC=CC=C1)C(=O)OC Methyl 1-amino-4-(benzyloxy)-8-(trifluoromethyl)isoquinoline-3-carboxylate